Bromoethoxytert-butyldimethylsilane BrCCO[Si](C)(C)C(C)(C)C